5-bromo-2-((1r,3r)-3-((6-(5-((triisopropylsilyl)oxy)pent-1-yn-1-yl)pyridin-3-yl)oxy)cyclobutoxy)pyridine BrC=1C=CC(=NC1)OC1CC(C1)OC=1C=NC(=CC1)C#CCCCO[Si](C(C)C)(C(C)C)C(C)C